N-(3-(methylsulfonamido)phenyl)-[1,1'-biphenyl]-2-carboxamide CS(=O)(=O)NC=1C=C(C=CC1)NC(=O)C=1C(=CC=CC1)C1=CC=CC=C1